dodecanoic acid n-pentylester C(CCCC)OC(CCCCCCCCCCC)=O